CC=1SC(=C(N1)C1=NC(=NC=C1)NC=1C=C2C=C(NC2=CC1)C(=O)N1CCN(CC1)CC)C (5-((4-(2,5-dimethylthiazol-4-yl)pyrimidin-2-yl)amino)-1H-indol-2-yl)(4-ethylpiperazin-1-yl)methanone